O=C(CNC(CCl)=O)C1=C(C(=CC=C1)Cl)Cl N-(2-OXO-2-(2,3-DICHLOROPHENYL)ETHYL)CHLOROACETAMIDE